N=1C=C(N2N=CC=CC21)C#CC=2C=C(C(=O)NC1=CC(=CC(=C1)C(F)(F)F)N1C=C(C=C1)C)C=CC2C 3-(imidazo[1,2-b]pyridazin-3-ylethynyl)-4-methyl-N-(3-(3-methyl-1H-pyrrol-1-yl)-5-(trifluoromethyl)phenyl)benzamide